C(CCCCC)OC(C1=C(C(=C(C=C1)N(CC)CC)O)C(C1=CC=CC=C1)=O)=O diethylAminohydroxybenzoyl-benzoic acid hexyl ester